cetyl-1,3-dimethylbutylether C(CCCCCCCCCCCCCCC)C(CC(C)C)(C)OC(CC(C)C)(CCCCCCCCCCCCCCCC)C